O=C1C[C@@H]2[C@@H](CN(C2)C(=O)OCC2=CC=CC=C2)C1 (3aR,6aS)-benzyl 5-oxohexahydrocyclopenta[c]pyrrole-2(1H)-carboxylate